OC[C@H]1[C@@H](N([C@H](C1)CO)C(=O)OC(C)(C)C)C(=O)OC 1-(tert-butyl) 2-methyl (2R,3R,5R)-3,5-bis(hydroxymethyl)pyrrolidine-1,2-dicarboxylate